[C@H]12CN(C[C@H](CC1)N2)C2=C1CN(C(C1=CC(=C2F)F)=O)C2C(NC(CC2)=O)=O 3-(4-((1R,5S)-3,8-diazabicyclo[3.2.1]octan-3-yl)-5,6-difluoro-1-oxoisoindolin-2-yl)piperidine-2,6-dione